C[C@@]12C=CC[C@H]1[C@@H]1CCC=3C=C(C=CC3[C@H]1CC2)O estra-1,3,5(10),16-tetraen-3-ol